N(=[N+]=[N-])C1=C2CCCOC2=C(C=C1)OCC1=CC(=CC=C1)F 5-azido-8-((3-fluorobenzyl)oxy)chroman